(S)-N-(1-cyano-4-(piperidin-1-yl)but-2-yl)-1-cyclopentyl-5-(2,6-dimethoxyphenyl)-1H-pyrazole-3-carboxamide C(#N)C[C@H](CCN1CCCCC1)NC(=O)C1=NN(C(=C1)C1=C(C=CC=C1OC)OC)C1CCCC1